(+/-)-trans-2-phenylcyclopropylamine C1C(C1N)C2=CC=CC=C2